CC1=C(CCN(C1)C(=O)OC(C)(C)C)C1=NC(=CN=C1)N1CC(CCC1)COC1=C(C=CC=C1)C(F)(F)F tert-butyl 5-methyl-4-(6-(3-((2-(trifluoromethyl)phenoxy)methyl)piperidin-1-yl)pyrazin-2-yl)-3,6-dihydropyridine-1(2H)-carboxylate